tert-butyl 4-(6-fluoro-1-(2-isopropyl-6-methylphenyl)-7-(Naphthalen-2-yl)-2-oxo-1,2-dihydropyrido[2,3-d]pyrimidin-4-yl)piperazine-1-carboxylate FC1=CC2=C(N(C(N=C2N2CCN(CC2)C(=O)OC(C)(C)C)=O)C2=C(C=CC=C2C)C(C)C)N=C1C1=CC2=CC=CC=C2C=C1